2-[(1S)-4-tert-butoxy-1-carbamoyl-4-oxo-butyl]-4,6-difluoro-1-oxo-isoindoline-5-carboxylic acid C(C)(C)(C)OC(CC[C@@H](C(N)=O)N1C(C2=CC(=C(C(=C2C1)F)C(=O)O)F)=O)=O